N1CCC=2C1=NC=CC2N2C[C@H](N([C@H](C2)C)C(=O)OC(C)(C)C)C Tert-butyl (2R,6S)-4-(2,3-dihydro-1H-pyrrolo[2,3-b]pyridin-4-yl)-2,6-dimethylpiperazine-1-carboxylate